O1S(NC=N1)=O 3H-[1,2,3,5]Oxathiadiazol-2-oxide